ClC=1C2=C(N=CN1)N(C=C2I)C2=CC(=CC=C2)F 4-chloro-7-(3-fluoro-phenyl)-5-iodo-7H-pyrrolo[2,3-d]pyrimidine